[C@H]12NC[C@H](C(C1)N(C(=O)C=1N=C(SC1)C=1C=NN(C1)C1=CC=CC=C1)C(C)C)C2 N-[(1R,4R)-2-azabicyclo[2.2.1]heptan-5-yl]-2-(1-phenyl-1H-pyrazol-4-yl)-N-(propan-2-yl)-1,3-thiazole-4-carboxamide